C(C)N1N=NC(=C1)CCCCC(=O)[O-] 5-(1-ethyl-1H-1,2,3-triazol-4-yl)pentanoate